C=1(C(=CC=CC1)CI)CI xylylene diiodide